4-(7-(3-Aminopiperidin-1-yl)-3-(4-cyclopropylphenyl)-3H-imidazo[4,5-b]pyridin-2-yl)benzonitrile NC1CN(CCC1)C1=C2C(=NC=C1)N(C(=N2)C2=CC=C(C#N)C=C2)C2=CC=C(C=C2)C2CC2